ethyl 8-bromo-3-(2,2,2-trifluoroethyl)imidazo[1,2-a]pyridine-2-carboxylate BrC=1C=2N(C=CC1)C(=C(N2)C(=O)OCC)CC(F)(F)F